8-((1-cyclopropylethyl)(methyl)amino)-5-methyl-6-oxo-5,6-dihydro-1,5-naphthyridine-2-carbonitrile C1(CC1)C(C)N(C1=CC(N(C=2C=CC(=NC12)C#N)C)=O)C